ClC=1C(=C(C=CC1F)[C@@H](NC(=O)N1[C@@H](C(NCC1)=O)C)[C@@H]1C[C@@H](C1)C(F)(F)F)F (R)-N-((S)-(3-chloro-2,4-difluorophenyl)(cis-3-(trifluoromethyl)cyclobutyl)-methyl)-2-methyl-3-oxopiperazine-1-carboxamide